4-((5-([1,2,4]triazolo[4,3-a]pyridin-6-yl)-4-methoxy-7H-pyrrolo[2,3-d]pyrimidin-2-yl)amino)-N,N-dimethylcyclohexane-1-carboxamide N=1N=CN2C1C=CC(=C2)C2=CNC=1N=C(N=C(C12)OC)NC1CCC(CC1)C(=O)N(C)C